ClC=1C(=NC2=CC=CC=C2C1)N1C2CNCC1CC2 3-chloro-2-(3,8-diazabicyclo[3.2.1]octan-8-yl)quinoline